BrC=1C=C(C=CC1)C1(CC(C1)(OC)OC)C(=O)O 1-(3-bromophenyl)-3,3-dimethoxy-cyclobutanecarboxylic acid